C(CCC)P(CCCCCCCCCCCCCCCC)(CCCC)(CCCC)Br Tributyl-Hexadecyl-Phosphorus Bromide